tert-butyl 4-[(2S,6R)-6-methyl-4,7,10-triazatricyclo[7.4.0.02,7]trideca-1(9),10,12-trien-11-yl]piperidine-1-carboxylate C[C@@H]1CNC[C@@H]2C=3C=CC(=NC3CN12)C1CCN(CC1)C(=O)OC(C)(C)C